isopropyl (R)-6-fluoro-7-((6-(4-(1-hydroxypropan-2-yl)-4H-1,2,4-triazol-3-yl)pyridin-2-yl)carbamoyl)-3,4-dihydroisoquinoline-2(1H)-carboxylate FC=1C=C2CCN(CC2=CC1C(NC1=NC(=CC=C1)C1=NN=CN1[C@@H](CO)C)=O)C(=O)OC(C)C